FC1CC(C(C1)C(=O)O)C(N[C@@H](C1=CC=CC=C1)C1=CC=C(C=C1)C(C)C)=O 4-fluoro-2-(((S)-(4-isopropylphenyl)(phenyl)methyl)carbamoyl)cyclopentane-1-carboxylic acid